quinazolin-2-ylmethyl (1-hydroxy-7-methyl-1,3-dihydrobenzo[c][1,2]oxaborole-6-carbonyl)-L-valinate OB1OCC2=C1C(=C(C=C2)C(=O)N[C@@H](C(C)C)C(=O)OCC2=NC1=CC=CC=C1C=N2)C